FC1=C(C(=CC=C1)C)NC=1N(C2=NC(=NC=C2N1)NC1CCOCC1)C1CCC(CC1)C(=O)N (1s,4s)-4-(8-(2-fluoro-6-methylphenylamino)-2-(tetrahydro-2H-pyran-4-ylamino)-9H-purin-9-yl)cyclohexanecarboxamide